2-[1-[[1-(m-Tolyl)-5-oxo-pyrrolidin-3-yl]methyl]pyrazol-4-yl]-5-propyl-3H-imidazo[2,1-b]purin-4-on C1(=CC(=CC=C1)N1CC(CC1=O)CN1N=CC(=C1)C1=NC=2N3C(N(C(C2N1)=O)CCC)=NC=C3)C